(2S,4R)-5,5-dihydroxy-9-(1-L-serylazetidin-3-yl)oxy-6-oxa-5-boranuidatricyclo[5.4.0.02,4]undeca-1(11),7,9-triene-8-carboxylic acid O[B-]1([C@@H]2C[C@@H]2C2=CC=C(C(=C2O1)C(=O)O)OC1CN(C1)C([C@@H](N)CO)=O)O